(2S,4R)-2-(((4,6-dichloropyrimidin-5-yl)oxy)methyl)-4-methoxypyrrolidine-1-carboxylic acid tert-butyl ester C(C)(C)(C)OC(=O)N1[C@@H](C[C@H](C1)OC)COC=1C(=NC=NC1Cl)Cl